FC=1C=CC(=C2C=C(N(C12)CCNC1=NC=NC(=C1)C1=CC=C(C=C1)C=1NN=CC1)C)C [2-(7-Fluoro-2,4-dimethyl-indol-1-yl)-ethyl]-{6-[4-(2H-pyrazol-3-yl)-phenyl]-pyrimidin-4-yl}-amine